OC1=C(C(C(C(=C1CC=C(C)C)O)(CC=C(C)C)CC=C(C)C)=O)C(CCCCCNC1=CC=C(C2=NON=C21)[N+](=O)[O-])=O 3,5-dihydroxy-4,6,6-tris(3-methylbut-2-en-1-yl)-2-(6-((7-nitrobenzo[c][1,2,5]oxadiazol-4-yl)amino)hexanoyl)cyclohexa-2,4-dien-1-one